FC1=C(C(=CC=C1)C(F)(F)F)N1C(NC(C=C1C)=O)=O 1-(2-fluoro-6-trifluoromethylphenyl)-6-methylpyrimidine-2,4(1H,3H)-dione